3-(5-hydroxypentyl)-2-(1-(tetrahydro-2H-pyran-2-yl)-1H-pyrazol-5-yl)-1-naphthacenecarbonitrile OCCCCCC=1C(=C(C2=CC3=CC4=CC=CC=C4C=C3C=C2C1)C#N)C1=CC=NN1C1OCCCC1